N-(3-((4-Chlorophenyl)ethynyl)-7-fluoro-1-methyl-1H-indol-5-yl)-2-fluoroacrylamide ClC1=CC=C(C=C1)C#CC1=CN(C2=C(C=C(C=C12)NC(C(=C)F)=O)F)C